IC1=CC=C(C[C@H](N)CC(=O)O)C=C1 (S)-4-iodo-beta-homophenylalanine